methyl hydroxybenzoate (methylhydroxybenzoate) CC=1C(=C(C(=O)O)C=CC1)O.OC1=C(C(=O)OC)C=CC=C1